NC1=NN2C(C=C(C=C2)C=2C=CC(=C(C2)NC(=O)N2OCC[C@H]2C2=CC=CC=C2)F)=N1 (S)-N-(5-(2-amino-[1,2,4]triazolo[1,5-a]pyridin-7-yl)-2-fluorophenyl)-3-phenylisooxazolidine-2-carboxamide